8-(2-chloro-5-fluoro-3-(trifluoromethyl)phenyl)-9-(4-((1-(3-fluoropropyl)azetidin-3-ylidene)methyl)phenyl)-6,7-dihydro-5H-benzo[7]annulene-3-carboxylic acid ClC1=C(C=C(C=C1C(F)(F)F)F)C=1CCCC2=C(C1C1=CC=C(C=C1)C=C1CN(C1)CCCF)C=CC(=C2)C(=O)O